C[C@@H]1CN(C[C@H]2N1CC1=CC(=CC=C21)N2CC1(C2)CN(C1)C)C1=C2C=CC=NC2=C(C=C1)C#N 5-[(4R,10bS)-4-methyl-8-(6-methyl-2,6-diazaspiro[3.3]hept-2-yl)-3,4,6,10b-tetrahydro-1H-pyrazino[2,1-a]isoindol-2-yl]quinoline-8-carbonitrile